ClC1=C(OC2=C1C=C(C=C2C(=O)OCC(F)(F)F)C)CNC(=O)C=2C=NN1C2N=CC=C1 2,2,2-Trifluoroethyl 3-chloro-5-methyl-2-((pyrazolo[1,5-a]pyrimidine-3-carboxamido)methyl)benzofuran-7-carboxylate